NC=1N=NC(=CC1N1C[C@H](O[C@H](C1)C)C1=CC(=C(C(=O)OC)C=C1C)C)C1=C(C=CC=C1)O Methyl 4-((2R,6s)-4-(3-amino-6-(2-hydroxyphenyl)pyridazin-4-yl)-6-methylmorpholin-2-yl)-2,5-dimethylbenzoate